N-Phenyl-Maleimide C1(=CC=CC=C1)N1C(C=CC1=O)=O